(S)-5-(1-(tert-butoxycarbonyl)pyrrolidin-2-yl)-1,3,4-thiadiazole C(C)(C)(C)OC(=O)N1[C@@H](CCC1)C1=NN=CS1